tert-butyl (1R*,3S,4R*,5S)-3-(6-bromo-4-oxo-3,4-dihydrothieno[3,2-d]pyrimidin-2-yl)-5-hydroxy-2-azabicyclo[2.2.1]heptane-2-carboxylate BrC1=CC=2N=C(NC(C2S1)=O)[C@H]1N([C@H]2C[C@@H]([C@@H]1C2)O)C(=O)OC(C)(C)C |o1:13,16|